C1(CCCCC1)NC1=CC=CC(=N1)B(O)O 6-(CYCLOHEXYLAMINO)PYRIDINE-2-BORONIC ACID